4-(3-bromo-4-fluorophenyl)-3-(4-((1-(methylsulfonyl)azetidin-3-yl)thio)-1,2,5-oxadiazol-3-yl)-1,2,4-oxadiazol-5(4H)-one BrC=1C=C(C=CC1F)N1C(=NOC1=O)C1=NON=C1SC1CN(C1)S(=O)(=O)C